CN1C(=NC=C1C(=O)NC1=NC2=C(N1)C(=CC(=C2)C(=O)N)OC)C 2-(1,2-dimethyl-1H-imidazole-5-carboxamido)-7-methoxy-1H-benzo[d]imidazole-5-carboxamide